C(C1=CC=CC=C1)(=O)OOCC1=CC=CC=C1 benzoyl-peroxytoluene